C1(CC1)C1=NN2C(N(C(C(CC2)NC(=O)C2=NN(C=N2)CC2=CC(=NC=C2)C)=O)C)=C1 N-(2-Cyclopropyl-4-methyl-5-oxo-5,6,7,8-tetrahydro-4H-pyrazolo[1,5-a][1,3]diazepin-6-yl)-1-((2-methylpyridin-4-yl)methyl)-1H-1,2,4-triazol-3-carboxamid